tert-butyl (((9H-fluoren-9-yl)methoxy)carbonyl)glycylglycyl-L-phenylalanylglycinate C1=CC=CC=2C3=CC=CC=C3C(C12)COC(=O)NCC(=O)NCC(=O)N[C@@H](CC1=CC=CC=C1)C(=O)NCC(=O)OC(C)(C)C